C(C)C=1C2=C(S(C1C#CC)=O)C(=CC=C2)N[C@@H]2[C@H](CN(CC2)C)F 3-(3-ethyl-7-(((3S,4S)-3-fluoro-1-methylpiperidin-4-yl)amino)-1-oxidobenzo[b]thiophen-2-yl)prop-2-yn